(S)-4'-chloro-3'-methylspiro[cyclohexane-1,1'-inden]-3-one ClC1=C2C(=C[C@@]3(C2=CC=C1)CC(CCC3)=O)C